C(C=C)(=O)OCCCCOC1=CC=C(C(=O)OC2=C(C=CC=C2)B(O)O)C=C1 4-(4-acryloxybutoxy)benzoyloxybenzeneboronic acid